C[C@H]1N(CCOC1)C1=CC(=C2C(=N1)C=NN2C)C2=CC=NN2C (R)-3-methyl-4-(1-methyl-7-(1-methyl-1H-pyrazol-5-yl)-1H-pyrazolo[4,3-b]pyridin-5-yl)morpholine